4-bromo-5-(2,6-dimethylphenoxy)-1-(2-hydroxy-2-methylpropyl)pyridin-2(1H)-one BrC1=CC(N(C=C1OC1=C(C=CC=C1C)C)CC(C)(C)O)=O